(4-(4-oxo-3-phenyl-3,4-dihydro-phthalazin-1-yl)phenyl)ethyl-sulphonamide O=C1N(N=C(C2=CC=CC=C12)C1=CC=C(C=C1)CCS(=O)(=O)N)C1=CC=CC=C1